pyrimidin-6-ylurea N1=CN=CC=C1NC(=O)N